tert-butyl (S)-2-(1-(5-amino-3-fluoropyridin-2-yl)-1H-1,2,4-triazol-3-yl)-4,4-difluoropyrrolidine-1-carboxylate NC=1C=C(C(=NC1)N1N=C(N=C1)[C@H]1N(CC(C1)(F)F)C(=O)OC(C)(C)C)F